β-pyrazoloylalanine N1N=C(C=C1)C(=O)C[C@H](N)C(=O)O